BrCC1CCC(CC1)CP(OCC)(OCC)=O Diethyl ((4-(bromomethyl)cyclohexyl)methyl)phosphonate